(R)-3,5-Dimethyl-benzoic acid N-(1-tert-butyl-butyl)-N'-(6-chloro-pyridine-3-carbonyl)-hydrazide C(C)(C)(C)[C@@H](CCC)N(NC(=O)C=1C=NC(=CC1)Cl)C(C1=CC(=CC(=C1)C)C)=O